2-((4-((4-amino-5,7-dimethylpyrido[2,3-d]pyrimidin-2-yl)amino)piperidin-1-yl)methyl)phenol NC=1C2=C(N=C(N1)NC1CCN(CC1)CC1=C(C=CC=C1)O)N=C(C=C2C)C